O1C2=C(OCC1)C=C(C=C2)C2=C(C#N)C(=CC=C2)N2CCC(CC2)N[C@@H]2C[C@H](C2)O 2-(2,3-dihydrobenzo[b][1,4]dioxin-6-yl)-6-(4-(trans-3-hydroxycyclobutylamino)piperidin-1-yl)benzonitrile